(R)-(2-(1,3-Dioxoisoindolin-2-yl)-2-(4-methyl-1-oxo-1,3-Dihydroisobenzofuran-5-yl)ethyl)carbamic acid tert-butyl ester C(C)(C)(C)OC(NC[C@@H](C=1C(=C2COC(C2=CC1)=O)C)N1C(C2=CC=CC=C2C1=O)=O)=O